P(OCCCl)(OCCCl)[O-] bis(2-chloroethyl) phosphite